(Z)-1,1,1,2,2,4,5,5,6,6,7,7,7-tridecafluoro-3-methoxyhept-3-ene FC(C(/C(=C(\C(C(C(F)(F)F)(F)F)(F)F)/F)/OC)(F)F)(F)F